7-chloro-6-fluoro-3,4-dihydronaphthalen-2(1H)-one ClC1=C(C=C2CCC(CC2=C1)=O)F